C(/C(=C(/CO)\Br)/Br)O 2,3-dibromobutene-1,4-diol